(2R,3S,4R,5R)-5-(4-(2-butoxy-2-methylpropanamido)pyrrolo[2,1-f][1,2,4]triazin-7-yl)-5-cyano-4-hydroxy-2-((2-phenylacetoxy)methyl)tetrahydrofuran-3-yl (S)-2-amino-3,3-dimethylbutanoate N[C@H](C(=O)O[C@@H]1[C@H](O[C@@]([C@@H]1O)(C#N)C1=CC=C2C(=NC=NN21)NC(C(C)(C)OCCCC)=O)COC(CC2=CC=CC=C2)=O)C(C)(C)C